COC(=O)C1=CO[C@@H]([C@@H]2[C@H]1C=C[C@@]2(CO)O)O[C@H]3[C@@H]([C@H]([C@@H]([C@H](O3)CO)O)O)O The molecule is a cyclopentapyran that is 7-deoxyloganin with a methyl and hydrogen replaced by hydroxy and hydroxymethyl groups at position 7. It has a role as a metabolite. It is a beta-D-glucoside, a cyclopentapyran, an enoate ester, a monosaccharide derivative, a methyl ester and a tertiary alcohol. It derives from a 7-deoxyloganin.